C1=CC=CC=2N(CC3=CC=CC=C3C12)C(=O)[O-] phenanthridine-5-carboxylate